2,8-dimethylimidazo[1,2-b]pyridazine-3-carboxylic acid potassium salt [K+].CC=1N=C2N(N=CC=C2C)C1C(=O)[O-]